tert-butyl 2-(4-chlorosulfonylphenyl)-5-methyl-piperidine-1-carboxylate ClS(=O)(=O)C1=CC=C(C=C1)C1N(CC(CC1)C)C(=O)OC(C)(C)C